C(C)(C)(C)OC(=O)N[C@@H]1C[C@@H](NC1)C(=O)OC Methyl (2R,4R)-4-((tert-butoxycarbonyl)amino)pyrrolidine-2-carboxylate